CNC1=CC=C(C=N1)C(C)=O 1-(6-(methylamino)pyridin-3-yl)ethan-1-one